C(NCC(O)C1=CC(O)=C(O)C=C1)=O adrenalineal